1-(5-(((1R,5S)-8-methyl-3,8-diazabicyclo[3.2.1]octan-3-yl)methyl)benzo[d]isoxazol-3-yl)dihydropyrimidine-2,4(1H,3H)-dione CN1[C@H]2CN(C[C@@H]1CC2)CC=2C=CC1=C(C(=NO1)N1C(NC(CC1)=O)=O)C2